COC1=CC=C(CNC(=O)NC2CC3(C2)CC(C3)C(=O)N3CC2=CC(=CC=C2CC3)C(F)(F)F)C=C1 1-(4-methoxybenzyl)-3-(6-(7-(trifluoromethyl)-1,2,3,4-tetrahydroisoquinoline-2-carbonyl)spiro[3.3]heptan-2-yl)urea